trimethylol tris(2-mercapto-isobutyrate) SC(C(=O)OCO)(C)C.SC(C(=O)OCO)(C)C.SC(C(=O)OCO)(C)C